BrC=1C=C(C=CC1)[C@@H](C(=O)Cl)C(C)C (S)-2-(3-bromophenyl)-3-methylbutanoyl chloride